3,5-dimethyl-2,4,6-tris(3,5-di-tert-butyl-4-hydroxybenzyl)benzene CC=1C(=CC(=C(C1CC1=CC(=C(C(=C1)C(C)(C)C)O)C(C)(C)C)C)CC1=CC(=C(C(=C1)C(C)(C)C)O)C(C)(C)C)CC1=CC(=C(C(=C1)C(C)(C)C)O)C(C)(C)C